7-(1-(cyclohexylmethyl)-1H-pyrazol-4-yl)-3-(5-methyl-6-(pyridin-2-ylamino)pyridazin-3-yl)imidazo[1,2-a]pyridine-8-carboxylic acid methyl ester COC(=O)C=1C=2N(C=CC1C=1C=NN(C1)CC1CCCCC1)C(=CN2)C=2N=NC(=C(C2)C)NC2=NC=CC=C2